N-ethyl-2-methyl-3-trimethoxysilylpropan-1-amine C(C)NCC(C[Si](OC)(OC)OC)C